NC1=C(C=CC(=C1)C(=O)O)C(=O)O 2-amino-p-phenylenebisFormic acid